3,5-bis(2-bicyclo[2.2.1]heptyl)anisole C12C(CC(CC1)C2)C=2C=C(C=C(C2)C2C1CCC(C2)C1)OC